6-(2-chloro-3,5-dimethoxyphenyl)-N-(4-(1-methylpiperidin-4-yl)phenyl)-[1,2,4]triazolo[4',3':1,6]pyrido[2,3-d]pyrimidin-2-amine ClC1=C(C=C(C=C1OC)OC)C1=CC2=C(N=C(N=C2)NC2=CC=C(C=C2)C2CCN(CC2)C)N2C1=NN=C2